3-(imidazol-1-yl)-N-[(trans)-4-methoxycyclohexyl]-5H,6H,7H-cyclopenta[c]pyridine-1-carboxamide N1(C=NC=C1)C1=CC2=C(C(=N1)C(=O)N[C@@H]1CC[C@H](CC1)OC)CCC2